C(C)C1=NN=C(S1)NC(C1=CC(=C(C=C1)N1N=CC=C1)C#CC=1C=NC=CC1)=O N-(5-ethyl-1,3,4-thiadiazol-2-yl)-4-pyrazol-1-yl-3-[2-(3-pyridyl)ethynyl]benzamide